C(C)OC(=O)C=1SC(=NN1)C1=CC(=C(C=C1)C(F)(F)F)F 5-(3-fluoro-4-(trifluoromethyl)phenyl)-1,3,4-thiadiazole-2-carboxylic acid ethyl ester